3-(6-(4-Ethylpiperazin-1-yl)pyrid-3-yl)-5-(2-fluoro-6-methylphenyl)-1H-pyrazolo[4,3-c]pyridazin-6(5H)-on C(C)N1CCN(CC1)C1=CC=C(C=N1)C1=NNC=2C1=NN(C(C2)=O)C2=C(C=CC=C2C)F